2-(benzo[d][1,3]dioxol-5-yl)-4,4,5,5-tetramethyl-1,3,2-dioxaborolan O1COC2=C1C=CC(=C2)B2OC(C(O2)(C)C)(C)C